O[C@H]1[C@@H](O[C@@H]([C@@H]([C@@H]1N1N=NC(=C1)C1=CC(=C(C(=C1)F)F)F)O)CO)C(=O)N(CCC1=CC=CC=C1)[C@@H]1[C@H](CCCC1)O (2R,3R,4S,5R,6R)-3,5-dihydroxy-N-((1S,2S)-2-hydroxycyclohexyl)-6-(hydroxymethyl)-N-phenethyl-4-(4-(3,4,5-trifluorophenyl)-1H-1,2,3-triazol-1-yl)tetrahydro-2H-pyran-2-carboxamide